[Li].ClC1=C(C=CC=C1)C(C(C)C=1N(C(C(=C(N1)C(=O)O)OC)=O)C)C1=CC=CC=C1 2-[1-(2-chlorophenyl)-1-phenylpropan-2-yl]-5-methoxy-1-methyl-6-oxopyrimidine-4-carboxylic acid lithium